(R)-N-(5-(5-(methoxymethyl)-1,2,4-oxadiazol-3-yl)-2,3-dihydro-1H-inden-1-yl)-3-methylisoxazole-5-carboxamide COCC1=NC(=NO1)C=1C=C2CC[C@H](C2=CC1)NC(=O)C1=CC(=NO1)C